N,4-diphenyl-5-(methoxy(1-naphthyl)methyl)thiazol-2-amine C1(=CC=CC=C1)NC=1SC(=C(N1)C1=CC=CC=C1)C(C1=CC=CC2=CC=CC=C12)OC